(2R)-2-[5-(1-cyclopropyl-1H-pyrazol-5-yl)-1,3,4-oxadiazol-2-yl]-1,1-difluoro-6-azaspiro[2.5]octane-6-sulfonamide C1(CC1)N1N=CC=C1C1=NN=C(O1)[C@@H]1C(C12CCN(CC2)S(=O)(=O)N)(F)F